N-(1-(5-bromo-3-chloro-pyridin-2-yl)-ethyl)-2,4-dichloro-nicotinamide BrC=1C=C(C(=NC1)C(C)NC(C1=C(N=CC=C1Cl)Cl)=O)Cl